9-vinyl-phenyl-anthracene C(=C)C=1C2=CC=CC=C2C=C2C=CC=C(C12)C1=CC=CC=C1